N-Boc-1,4-phenylenediamine CC(C)(C)OC(=O)NC1=CC=C(C=C1)N